3-(2-methyl-3-(1,4-benzodioxan-6-yl)anilino)-1-methylpyrazolo[4,5-b]pyridin CC1=C(NC2=NN(C=3C2=NC=CC3)C)C=CC=C1C1=CC3=C(OCCO3)C=C1